FC=1C=C(C=C(C1)F)C1CC=NN1C(=O)C1CCN(CC1)C1=NC=C(C(=N1)C#CC(C)(C)O)C 5-(3,5-difluorophenyl)-4,5-dihydropyrazol-1-yl-1-(4-(3-hydroxy-3-methylbut-1-yn-1-yl)-5-methylpyrimidin-2-yl)piperidin-4-yl-methanone